C(C)(C)(C)OC(N(C)C1C(CN(CC1)C1=CC=CC=2N(C(N(C21)C)=O)C2C(N(C(CC2)=O)CC2=CC=C(C=C2)OC)=O)(F)F)=O [3,3-difluoro-1-[1-[1-[(4-methoxyphenyl)methyl]-2,6-dioxo-3-piperidinyl]-3-methyl-2-oxo-benzoimidazol-4-yl]-4-piperidinyl]-N-methyl-carbamic acid tert-butyl ester